OC(C)(C)C1=C(C=CC=C1)O 1-hydroxy-1-methylethyl-phenol